C(CC)C=1C=C2C=CC=NC2=CC1 6-propylquinolin